C1(=CC=CC=C1)N(C1=NC=C(C=N1)C(=O)NCCCCCCC(=O)NO)C1=CC=CC=C1 2-(diphenylamino)-N-[7-(hydroxyamino)-7-oxoheptyl]-5-pyrimidinecarboxamide